methyl 2-(4-hydroxyphenyl)-2-methylpropanoate OC1=CC=C(C=C1)C(C(=O)OC)(C)C